S1(CC(CCC1)O)(=O)=O tetrahydro-2H-thiopyran-3-ol 1,1-dioxide